(6aS,12bR)-(-)-N-ethyl-3,4-dimethyl-10-bromo-11-hydroxy-5,6,6a,7,8,12b-hexahydrobenzo[a]phenanthridine C(C)N1[C@H]2CCC3=C([C@@H]2C=2C=CC(=C(C2C1)C)C)C=C(C(=C3)Br)O